butynediol propoxide [O-]CCC.C(C#CC)(O)O